CC(C(=O)O)(CN1CCCCC1)C 2,2-dimethyl-3-(1-piperidinyl)propionic acid